C1(=CC=CC=C1)C1(CC=C(C(Cl)(Cl)Cl)C=C1)C1=CC=CC=C1 4,4-diphenyl-dichlorobenzyl chloride